2-(4,5-diphenyloxazol-2-yl)sulfanyl-N-isobutyl-propanamide C1(=CC=CC=C1)C=1N=C(OC1C1=CC=CC=C1)SC(C(=O)NCC(C)C)C